C[Si](CCOC1=NN(C=C1)C)(C)C 2-(trimethylsilyl)ethoxy(methyl)-1H-pyrazole